6-(Allylsulfonyl)-N,N-bis(4-methoxybenzyl)-5-(trifluoromethyl)pyridin-2-amine C(C=C)S(=O)(=O)C1=C(C=CC(=N1)N(CC1=CC=C(C=C1)OC)CC1=CC=C(C=C1)OC)C(F)(F)F